NC1=C2N=C(N(C2=NC(=N1)F)CCCNS(=O)(=O)C(C)C)CC=1C=C2CCCC2=CC1I N-(3-(6-amino-2-fluoro-8-((6-iodo-2,3-dihydro-1H-inden-5-yl)methyl)-9H-purin-9-yl)propyl)propane-2-sulfonamide